(S)-5-((4-((2-hydroxy-1-phenylethyl)amino)-5-(3-methyl-1,2,4-oxadiazol-5-yl)pyridin-2-yl)amino)-3,3-dimethylbenzo[c][1,2]oxaborol-1(3H)-ol OC[C@H](C1=CC=CC=C1)NC1=CC(=NC=C1C1=NC(=NO1)C)NC1=CC2=C(B(OC2(C)C)O)C=C1